1-(3-bromo-1-methyl-1H-indol-7-yl)-3-(4-methoxybenzyl)dihydropyrimidine-2,4(1H,3H)-dione BrC1=CN(C2=C(C=CC=C12)N1C(N(C(CC1)=O)CC1=CC=C(C=C1)OC)=O)C